NC=1C(=NC(=C(N1)C=1OC=CN1)C=1C=CC=2N(C1)C(=CN2)C)C(=O)NCC2(N(CCC2)C)C 3-amino-N-((1,2-dimethylpyrrolidin-2-yl)methyl)-6-(3-methylimidazo[1,2-a]pyridin-6-yl)-5-(oxazol-2-yl)pyrazine-2-carboxamide